C(C(C)(C)C)(=O)ONC(C1=CC=CC=C1)=O N-(pivaloyloxy)benzamide